5'-(4-((4-((5-(trifluoromethyl)pyridin-2-yl)amino)piperidin-1-yl)sulfonyl)phenyl)spiro[cyclopropane-1,3'-pyrrolo[2,3-b]pyridin]-2'(1'H)-one FC(C=1C=CC(=NC1)NC1CCN(CC1)S(=O)(=O)C1=CC=C(C=C1)C=1C=C2C(=NC1)NC(C21CC1)=O)(F)F